3-(1-methyl-1H-indazol-5-yl)-2-(6-methylpyridin-2-yl)imidazo[1,2-a]Pyrimidine CN1N=CC2=CC(=CC=C12)C1=C(N=C2N1C=CC=N2)C2=NC(=CC=C2)C